bromosilicate [Si]([O-])([O-])([O-])Br